1-(2-{[1-(3-chloro(2-pyridyl))-isopropyl]amino}pyrimidin-5-yl)pyrazole-4-carboxamide ClC=1C(=NC=CC1)C(C)(C)NC1=NC=C(C=N1)N1N=CC(=C1)C(=O)N